1-(3,5-dimethoxy-2-pyridyl)piperazine COC=1C(=NC=C(C1)OC)N1CCNCC1